C1(=CC=CC=C1)N(C1=CC(=C(C=C1)C1=CC=C(C=C1)N(C1=CC=CC2=CC=CC=C12)C1=CC=CC=C1)C1=CC=CC=C1)C1=CC=CC2=CC=CC=C12 N,N'-diphenyl-Phenyl-N,N'-bis(1-naphthyl)-1,1'-biphenyl-4,4'-diamine